P,P,P-tris(1,1-dimethylethyl)phosphine CC(C)(C)P(C(C)(C)C)C(C)(C)C